1-(3-hydroxypropyl)pyridinium bromide [Br-].OCCC[N+]1=CC=CC=C1